acryloxypropyl-diethoxysilane C(C=C)(=O)OCCC[SiH](OCC)OCC